tert-butyl 4-chloro-5,7,8,9-tetrahydro-6H-pyrrolo[2,3-b:4,5-c']dipyridine-6-carboxylate ClC1=C2C(=NC=C1)NC1=C2CN(CC1)C(=O)OC(C)(C)C